Ethyl [(5-bromo-3-{[(2S)-1-hydroxypropan-2-yl]carbamoyl}pyridin-2-yl)carbamothioyl]carbamate BrC=1C=C(C(=NC1)NC(=S)NC(OCC)=O)C(N[C@H](CO)C)=O